(R)-3-(1-((3-(1-acetyl-4-ethoxypiperidin-4-yl)-1,7-dimethyl-8-((1-methylazetidin-3-yl)oxy)-2-oxo-1,2-dihydro-1,6-naphthyridin-5-yl)amino)ethyl)-2-fluorobenzonitrile C(C)(=O)N1CCC(CC1)(OCC)C=1C(N(C2=C(C(=NC(=C2C1)N[C@H](C)C=1C(=C(C#N)C=CC1)F)C)OC1CN(C1)C)C)=O